4-(4,4,5,5-tetramethyl-1,3,2-dioxaborolan-2-yl)-5-((triisopropylsilyl)ethynyl)naphthalen CC1(OB(OC1(C)C)C1=CC=CC2=CC=CC(=C12)C#C[Si](C(C)C)(C(C)C)C(C)C)C